FC(C1=CC=C(C=C1)NC(C1=C(C=C(C(=C1)Cl)F)OC(C)=O)=O)(F)F N-(4-trifluoromethylphenyl)-2-acetoxy-4-fluoro-5-chlorobenzamide